C(C1=CC=CC=C1)OC(=O)N1CC=CC=C1.C(C)(C)(C)OC(=O)N1CCC(CC1)CCOCC1CCNCC1 4-((2-(1-(tert-butoxycarbonyl)piperidin-4-yl)ethoxy)methyl)piperidine Benzyl-pyridine-1-carboxylate